(1R,3S)-3-{5-[(2R)-4-formyl-5-hydroxy-2,3-dihydro-1H-indene-2-amido]-2H-pyrazol-3-yl}cyclopentyl N-isopropylcarbamate C(C)(C)NC(O[C@H]1C[C@H](CC1)C=1NN=C(C1)NC(=O)[C@@H]1CC2=CC=C(C(=C2C1)C=O)O)=O